3,5-di(tert-butyl)catechol C(C)(C)(C)C1=C(C(O)=CC(=C1)C(C)(C)C)O